methylether dimethacrylate C(C(=C)C)(=O)O.C(C(=C)C)(=O)O.COC